CO[C@@H]1[C@@H](CNC1)N(C(OC(C)(C)C)=O)C cis-tert-Butyl (4-methoxypyrrolidin-3-yl)(methyl)carbamate